(R)-N-(3-(1-((2-Amino-5-(1-methyl-1H-pyrazol-4-yl)pyridin-3-yl)oxy)ethyl)phenyl)-3-(methylsulfonyl)benzamid NC1=NC=C(C=C1O[C@H](C)C=1C=C(C=CC1)NC(C1=CC(=CC=C1)S(=O)(=O)C)=O)C=1C=NN(C1)C